2-(4-cyano-2,6-diisopropylphenyl)acetamide C(#N)C1=CC(=C(C(=C1)C(C)C)CC(=O)N)C(C)C